ClC=1C(=NC(=C(C1Cl)Cl)Cl)C(=O)O 3,4,5,6-tetrachloropyridinecarboxylic acid